6-((1-propenoylpiperidin-3-yl)(methyl)amino)-7-fluoro-4-(1-methyl-1H-pyrazol-4-ylamino)-1H-pyrrolo[3,4-c]pyridin-3(2H)-one C(C=C)(=O)N1CC(CCC1)N(C1=C(C2=C(C(=N1)NC=1C=NN(C1)C)C(NC2)=O)F)C